1-(6Z,9Z,12Z-octadecatrienoyl)-2-tridecanoyl-glycero-3-phosphocholine CCCCCCCCCCCCC(=O)O[C@H](COC(=O)CCCC/C=C\C/C=C\C/C=C\CCCCC)COP(=O)([O-])OCC[N+](C)(C)C